(R)-2-amino-2-(methyl-d3)-N-(1-(1-(methylsulfonyl)spiro[indoline-3,4'-piperidin]-1'-yl)-1-carbonyl-3-(phenylmethoxy-d2)propan-2-yl)propanamide hydrochloride Cl.N[C@](C(=O)NC(C(=C=O)N1CCC2(CC1)CN(C1=CC=CC=C12)S(=O)(=O)C)COC([2H])([2H])C1=CC=CC=C1)(C)C([2H])([2H])[2H]